FC1(CN(C2([C@@H]1O)CCCC2)C(C(CC21CC(C2)(C1)F)=O)=O)F (S)-1-(3,3-difluoro-4-hydroxy-1-azaspiro[4.4]nonan-1-yl)-3-(3-fluorobicyclo[1.1.1]pentan-1-yl)propane-1,2-dione